N-((3R,5S)-1-(6-(6-(difluoromethyl)imidazo[1,2-b]pyridazin-3-yl)pyrimidin-4-yl)-5-methylpiperidin-3-yl)methanesulfonamide FC(C=1C=CC=2N(N1)C(=CN2)C2=CC(=NC=N2)N2C[C@@H](C[C@@H](C2)C)NS(=O)(=O)C)F